ClC=1C(=NC=C(C1)C=C)C(F)(F)F 3-chloro-2-(trifluoromethyl)-5-vinylpyridine